6-Chloro-4-methoxy-N-(4-(trifluoromethoxy)benzyl)nicotinamide ClC1=NC=C(C(=O)NCC2=CC=C(C=C2)OC(F)(F)F)C(=C1)OC